(3-(benzyloxy)phenyl)(cyclopropyl)methanol C(C1=CC=CC=C1)OC=1C=C(C=CC1)C(O)C1CC1